BrC1=C(COC2=C3C(C=C(OC3=CC=C2)C(=O)O)=O)C=CC=C1 5-((2-bromobenzyl)oxy)-4-oxo-4H-chromene-2-carboxylic Acid